N,N-Bis(2-hydroxypropyl)octanamide OC(CN(C(CCCCCCC)=O)CC(C)O)C